benzyl 5-oxo-hexahydrocyclopenta[c]pyrrole-2(1H)-carboxylate O=C1CC2C(CN(C2)C(=O)OCC2=CC=CC=C2)C1